1H-quinazoline-2,4-dione N1C(NC(C2=CC=CC=C12)=O)=O